1-acetyl-3-(ethoxymethylene)-(2-oxoindolin-5-yl) carbamate C(N)(OC=1C=C2C(C(N(C2=CC1)C(C)=O)=O)=COCC)=O